[C@@H]1([C@H](C1)N)N (1R,2S)-cyclopropane-1,2-diamine